ClC1=NC(=NN2C1=C(C(=C2)C2=CC(=NC=C2)OC)C)C=2N(C=CN2)C D-4-chloro-6-(2-methoxypyridin-4-yl)-5-methyl-2-(1-methyl-1H-imidazol-2-yl)pyrrolo[2,1-f][1,2,4]triazine